FC=1C=C(CN2CCNCC2)C=CC1 1-(3-Fluorobenzyl)piperazin